COC(C(COC1=NC=NC=C1C1CC1)(C)C)=O 3-((5-Cyclopropylpyrimidin-4-yl)oxy)-2,2-dimethylpropionic acid methyl ester